CCC(C)NC1=NC(=NC(=N1)NCC)Cl The molecule is a diamino-1,3,5-triazine that is N-(butan-2-yl)-N'-ethyl-1,3,5-triazine-2,4-diamine substituted by a chloro group at position 6. It is a diamino-1,3,5-triazine and a chloro-1,3,5-triazine.